NC1=NC=2C=CC(=CC2C2=C1C=NN2C)C(=O)N(N(C)C(=O)C21OCC(C2)C1)CC1=NC=C(C=C1)C(F)(F)F 4-amino-N'-(2-oxabicyclo[2.1.1]hexane-1-carbonyl)-N',1-dimethyl-N-((5-(trifluoromethyl)pyridin-2-yl)methyl)-1H-pyrazolo[4,3-c]quinoline-8-carbohydrazide